2,2,2-Trifluoro-1-(4-(pyridin-4-ylmethyl)-1H-imidazol-2-yl)-1-(thiazol-5-yl)ethan-1-ol FC(C(O)(C1=CN=CS1)C=1NC=C(N1)CC1=CC=NC=C1)(F)F